C12COCC(N1C=1SC3=C(N1)C=CC(=C3C(=O)NC3=C(C=C(C=C3)OC)C(NC31CC(C3)(C1)C(F)(F)F)=O)OC)C2 2-(3-Oxa-6-azabicyclo[3.1.1]heptan-6-yl)-6-methoxy-N-(4-methoxy-2-((3-(trifluoromethyl)bicyclo[1.1.1]pentan-1-yl)carbamoyl)phenyl)benzo[d]thiazole-7-carboxamide